C(#CC=1C(=C(C=O)C=CC1)OC)C=1C(=C(C=O)C=CC1)OC (acetylene-2,1-diyl)bis-(2-methoxybenzaldehyde)